C(C)(=O)O[Sn](O[Sn](CCCC)(CCCC)OC(C)=O)(CCCC)CCCC 1,3-diacetoxy-1,1,3,3-tetra-(butyl)distannoxane